4-chlorophenyltetrafluoro-λ6-sulfanyl chloride ClC1=CC=C(C=C1)S(F)(F)(F)(F)Cl